FC=1C=CC(=C2C=C(N(C12)CCNC1=CC(=NC=N1)C1=CC=C(C=C1)C1=NNC=C1C(=O)O)C)OC 3-(4-{6-[2-(7-Fluoro-4-methoxy-2-methyl-indol-1-yl)-ethylamino]-pyrimidin-4-yl}-phenyl)-1H-pyrazole-4-carboxylic acid